4-(5-cyclopropyl-4-methyl-1-((2-(trimethylsilyl)ethoxy)methyl)-1H-pyrazol-3-yl)aniline C1(CC1)C1=C(C(=NN1COCC[Si](C)(C)C)C1=CC=C(N)C=C1)C